FC=1C=C(C=CC1F)N1N=C(C=C1)CC(=O)O 2-(1-(3,4-Difluorophenyl)-1H-pyrazol-3-yl)acetic acid